5-[(R)-(2-Amino-propyl)]-2-methoxy-benzenesulfonamide N[C@@H](CC=1C=CC(=C(C1)S(=O)(=O)N)OC)C